2'-(N-(4,5-dimethylisoxazol-3-yl)-N-(methoxymethyl)sulfamoyl)-2-(ethoxymethyl)-[1,1'-biphenyl]-4-carboxylate CC=1C(=NOC1C)N(S(=O)(=O)C1=C(C=CC=C1)C1=C(C=C(C=C1)C(=O)[O-])COCC)COC